FC(C1=CC=CC(=N1)N1C2CN(CC1CC2)C(=O)C2(CCCC2)NC2=CC=C(C#N)C=C2)(F)F 4-((1-(8-(6-(trifluoromethyl)pyridin-2-yl)-3,8-diazabicyclo[3.2.1]octane-3-carbonyl)cyclopentyl)amino)benzonitrile